4-[fluoro(di-t-butyl)silyl]butanenitrile F[Si](CCCC#N)(C(C)(C)C)C(C)(C)C